tert-butyl (2R,4S)-2-(((S)-1-((4-carbamimidoylbenzyl)amino)-1-oxopropan-2-yl)carbamoyl)-4-phenylpiperidine-1-carboxylate C(N)(=N)C1=CC=C(CNC([C@H](C)NC(=O)[C@@H]2N(CC[C@@H](C2)C2=CC=CC=C2)C(=O)OC(C)(C)C)=O)C=C1